ClCC1=NOC(=C1)C=1C(=NC=CC1)N 3-(3-(chloromethyl)isoxazol-5-yl)pyridin-2-amine